trimethylolpropane trioctyl-decanoate C(CCCCCCC)C(CCCCCCCCC(=O)O)(CCCCCCCC)CCCCCCCC.C(O)C(CC)(CO)CO